N1=CC(=CC=C1)C1=CC=C(C=C1)B(O)O 4-(pyridin-3-yl)-phenylboronic acid